S(N)(=O)(=O)C=1C=C(C(=O)O)C=CC1 3-sulfamoylbenzoic acid